ClC1=NC=C(C(=N1)Cl)C(=O)[O-] 2,4-Dichloropyrimidine-5-carboxylate